BrCC(=O)OC(CCCC)C1=C(C(=O)O)C=CC=C1 2-(1-(2-bromoacetoxy)pentyl)benzoic acid